CC1=CSC=2C(N(C=3N(C21)C(=NN3)SC3=C(N=CN3C)[N+](=O)[O-])CCC)=O 8-Methyl-1-((1-methyl-4-nitro-1H-imidazol-5-yl)thio)-4-propylthieno[2,3-e][1,2,4]triazolo[4,3-a]pyrimidin-5(4H)-one